3-(5-(2-methyl-2-azaspiro[3.3]heptan-6-yloxy)pyridin-2-yl)-N-(3-methylpyridin-2-yl)-1,2,4-thiadiazol-5-amine CN1CC2(C1)CC(C2)OC=2C=CC(=NC2)C2=NSC(=N2)NC2=NC=CC=C2C